[N+](=O)([O-])C1=C(C=C(C=C1)C1=CC=CC=C1)OB(O)O (4-nitro-[1,1'-biphenyl]-3-yl)boric acid